(2S)-2-amino-5-(2-aminopyridin-3-yl)-N-[(1R,3S)-3-{[2-(4-{3-cyano-9-ethyl-6,6-dimethyl-11-oxo-5H,6H,11H-benzo[b]carbazol-8-yl}piperazin-1-yl)-2-oxoethoxy]methyl}cyclopentyl]pentanamide N[C@H](C(=O)N[C@H]1C[C@H](CC1)COCC(=O)N1CCN(CC1)C=1C(=CC2=C(C(C=3NC4=CC(=CC=C4C3C2=O)C#N)(C)C)C1)CC)CCCC=1C(=NC=CC1)N